B(O)O.B(O)O.C=1(C(=CC=C2C=CC=CC12)N)N naphthalenediamine bisboronate